CC(=CCC/C(=C/CC/C(=C/CC/C(=C/CC/C(=C/CC/C(=C/CC/C(=C/CC/C(=C/CC/C(=C/CC/C(=C/COP(=O)([O-])OP(=O)([O-])[O-])/C)/C)/C)/C)/C)/C)/C)/C)/C)C The molecule is an organophosphate oxoanion which is obtained from all-trans-decaprenyl diphosphate by removal of the three protons from the diphosphate group. The major species at pH 7.3. It is a conjugate base of an all-trans-decaprenyl diphosphate.